bis-trifluoroacetate ammonium [NH4+].FC(C(=O)[O-])(F)F.FC(C(=O)[O-])(F)F.[NH4+]